6-(3-Amino-6-(1-(azetidin-3-yl)-1H-pyrazol-4-yl)pyrazin-2-yl)-2-(2,6-dichloro-3,5-dimethoxyphenyl)-4-methylpyridazin-3(2H)-on NC=1C(=NC(=CN1)C=1C=NN(C1)C1CNC1)C=1C=C(C(N(N1)C1=C(C(=CC(=C1Cl)OC)OC)Cl)=O)C